ClC1=CC=C(C=C1)[C@@]1(N(C(C2=CC(=CC=C12)C(CO)(C)O)=O)CC1=CC=C(C=C1)Cl)OCC1(CC1)CO (3R)-3-(4-chlorophenyl)-2-[(4-chlorophenyl)methyl]-6-(1,2-dihydroxypropan-2-yl)-3-{[1-(hydroxymethyl)cyclopropyl]methoxy}-2,3-dihydro-1H-isoindol-1-one